(R or S)-3-((4-amino-7-(4-(2-(methylamino)ethoxy)benzyl)imidazo[2,1-f][1,2,4]triazin-2-yl)oxy)hexan-1-ol NC1=NC(=NN2C1=NC=C2CC2=CC=C(C=C2)OCCNC)O[C@@H](CCO)CCC |o1:23|